OC1(CC(CC1)NC=1N=NC(=C2C1C=NC=C2)C2=C(C=C(C=C2)C(F)(F)F)O)C 2-[4-[[3-hydroxy-3-methyl-cyclopentyl]amino]pyrido[3,4-d]pyridazin-1-yl]-5-(trifluoromethyl)phenol